C(C)OC1=CC=C(C=C1)C1=CC=C(C(=O)N(C)C)C=C1 4-(4-ethoxyphenyl)-N,N-dimethylbenzamide